1,3-Butylen Glycol C(CC(C)O)O